(1R,8S,9S)-bicyclo[6.1.0]non-4-yn-9-ylmethanol C1C[C@@H]2[C@@H](C2CO)CCC#C1